2-(methoxy)benzyl bromide COC1=C(CBr)C=CC=C1